FC(CO)(F)C1(CCC2(OCCO2)CC1)O 8-(1,1-difluoro-2-hydroxyethyl)-1,4-dioxaspiro[4.5]decan-8-ol